C(=O)(OC(C)(C)C)[C@@](C(=O)O)(CCCCC(=O)OC(C)(C)C)N (S)-2,6-Di-Boc-aminocaproic acid